5-((6-amino-5-fluoropyridin-3-yl)ethynyl)-6-methyl-N-(4-((4-methylpiperazin-1-yl)methyl)-3-(trifluoromethyl)phenyl)nicotinamide NC1=C(C=C(C=N1)C#CC=1C(=NC=C(C(=O)NC2=CC(=C(C=C2)CN2CCN(CC2)C)C(F)(F)F)C1)C)F